1-((2R,3R,5R)-5-ethynyl-5-(hydroxymethyl)-3-(p-tolylthio)tetrahydrofuran-2-yl)pyrimidine-2,4(1H,3H)-dione C(#C)[C@]1(C[C@H]([C@@H](O1)N1C(NC(C=C1)=O)=O)SC1=CC=C(C=C1)C)CO